3-(benzyloxy)-1-(2-(4-chlorophenyl)-2-oxoethyl)-2-methylpyridin-4(1H)-one C(C1=CC=CC=C1)OC1=C(N(C=CC1=O)CC(=O)C1=CC=C(C=C1)Cl)C